C(C)(C)(C)OC(=O)NCC=1C=C(C=CC1)C=1SC=C(N1)C(=O)OCC ethyl 2-(3-(((tert-butoxycarbonyl)amino)methyl)phenyl)thiazole-4-carboxylate